3,3',3''-nitrilotripropionic acid N(CCC(=O)O)(CCC(=O)O)CCC(=O)O